[Zn].[Cu].[Mn] manganese-copper-zinc